Cl\C(=C/C(=O)O)\C1=CC=C(C=C1)NN (Z)-3-chloro-3-(4-hydrazineylphenyl)acrylic acid